Hexafluorooctanediol FC(C(C(C(O)(O)F)(F)F)(F)F)CCCC